ethyl-4-methyl-imidazole tert-butyl-(S)-4-(2,3-dihydro-1H-pyrrolo[2,3-b]pyridin-4-yl)-2-(hydroxymethyl)piperazine-1-carboxylate C(C)(C)(C)OC(=O)N1[C@@H](CN(CC1)C1=C2C(=NC=C1)NCC2)CO.C(C)C=2NC=C(N2)C